O1C(OCC1)CO\N=C(/C#N)\C1=CC=CC=C1 (Z)-1,3-dioxolan-2-ylmethoxyimino-(phenyl)acetonitrile